C(C(C)C)NC1=CC=C(CN2CC3(CC3)CN(C2=O)C2CCN(CC2)C)C=C1 5-(4-(isobutylamino)benzyl)-7-(1-methylpiperidin-4-yl)-5,7-diazaspiro[2.5]octane-6-one